NC1CCC(CC1)NC1=NC=C(C(=N1)CCC)/C=C/C1=CC=C(C=C1)NS(=O)(=O)C1=C(C=CC=C1)Cl N-(4-((E)-2-(2-(((1r,4r)-4-aminocyclohexyl)amino)-4-propylpyrimidin-5-yl)vinyl)phenyl)-2-chlorobenzenesulfonamide